tert-butyl (S)-2-((tert-butoxycarbonyl)amino)-3-(4-(2-morpholinoethoxy)phenyl)propanoate C(C)(C)(C)OC(=O)N[C@H](C(=O)OC(C)(C)C)CC1=CC=C(C=C1)OCCN1CCOCC1